CC1CN(CC(C1)OCCOS(=O)(=O)C1=CC=C(C)C=C1)C(=O)[O-] 3-methyl-5-(2-(tosyloxy)ethoxy)piperidine-1-carboxylate